3-[2,4-dinitrostyryl]-7-(2-thienylacetamido)3-cephem-4-carboxylic acid [N+](=O)([O-])C1=C(C=CC=2CS[C@H]3N(C2C(=O)O)C(C3NC(CC=3SC=CC3)=O)=O)C=CC(=C1)[N+](=O)[O-]